C(CCCCCCC)N1SC=CC1=O 2-octyl-1,2-thiazol-3-one